2-(2-(4-(2,5-dioxo-2,5-dihydro-1H-pyrrol-1-yl)butanamido)ethoxy)propanoic acid O=C1N(C(C=C1)=O)CCCC(=O)NCCOC(C(=O)O)C